(cis)-6-(5-chloro-2-{[(3S,4S)-3-hydroxyoxazin-4-yl]amino}pyrimidin-4-yl)-2-[2-oxo-2-(1,2,3,4-tetrahydroisoquinolin-2-yl)ethyl]-2,3-dihydro-1H-isoindol-1-one ClC=1C(=NC(=NC1)NC1=C(NOC=C1)O)C1=CC=C2CN(C(C2=C1)=O)CC(N1CC2=CC=CC=C2CC1)=O